(S)-2-((7-((3,4-dichlorobenzyl)oxy)-3,4-dihydroisoquinolin-2(1H)-yl)methyl)-1-((oxetan-2-yl)methyl)-1H-benzo[d]imidazole-6-carboxylic acid tert-butyl ester C(C)(C)(C)OC(=O)C=1C=CC2=C(N(C(=N2)CN2CC3=CC(=CC=C3CC2)OCC2=CC(=C(C=C2)Cl)Cl)C[C@H]2OCC2)C1